C(C=C)(=O)N1C[C@@H](N(C[C@H]1C)C1=NC(N2C3=C(C(=CC=C13)C1=C(C=C(C=C1)Cl)F)OCC2)=O)C 7-((2S,5R)-4-acryloyl-2,5-dimethylpiperazin-1-yl)-10-(4-chloro-2-fluorophenyl)-2H-[1,4]oxazino[2,3,4-ij]quinazolin-5(3H)-one